CC(CCC(C(=O)O)C(CC(C)(C)C)C)CC(C)(C)C 5,7,7-trimethyl-2-(1,3,3-trimethylbutyl)-octanoic acid